CN1CC2=CC=CC=C2C2(C1)CC2 2'-methyl-1',3'-dihydrospiro[cyclopropane-1,4'-isoquinoline]